5-[4-(ethylamino)-1-piperidyl]-N-(8-fluoro-7-methoxy-2-methyl-imidazo[1,2-a]pyridin-6-yl)cinnoline-8-carboxamide C(C)NC1CCN(CC1)C1=C2C=CN=NC2=C(C=C1)C(=O)NC=1C(=C(C=2N(C1)C=C(N2)C)F)OC